FC1(OC2=C(O1)C=CC(=C2)[C@H](C)OC2=NC=CC(=C2)N2N=C(C=1CN(C[C@@H](C12)OC1=CC=C(C(=O)O)C=C1)C)C(F)(F)F)F 4-(((S)-1-(2-((S)-1-(2,2-difluorobenzo[d][1,3]dioxol-5-yl)ethoxy)pyridine-4-yl)-5-methyl-3-(trifluoromethyl)-4,5,6,7-tetrahydro-1H-pyrazolo[4,3-c]pyridine-7-yl)oxy)benzoic acid